C(C(C)C)C1=NC=2N(C(NC(C2N1)=O)=O)C isobutyl-3-methylxanthine